C(C(=C)C)(=O)OCCCCCNC(=S)NC1CCCCC1 N-(5-methacryloxypentyl)-N'-cyclohexyl-thiourea